FC1=CC=C(C=C1)SC=1N=CC(=NC1)N1CCC2(C(C=3N(N=CC3)C2)N)CC1 1-(5-((4-fluorophenyl)thio)pyrazin-2-yl)-4'H,6'H-spiro[piperidine-4,5'-pyrrolo[1,2-b]pyrazol]-4'-amine